IC=1C=C(C=CC1)C1=NOC(N1)=O 3-(3-iodophenyl)-1,2,4-oxadiazol-5(4H)-one